5-(Methylamino)-6-(3-methylimidazo[4,5-c]pyridin-7-yl)-3-[[5-methyl-6-[(1R,4R)-5-methyl-2,5-diazabicyclo[2.2.1]heptan-2-yl]-3-pyridyl]amino]pyrazine-2-carboxamide formate salt C(=O)O.CNC=1N=C(C(=NC1C=1C2=C(C=NC1)N(C=N2)C)C(=O)N)NC=2C=NC(=C(C2)C)N2[C@H]1CN([C@@H](C2)C1)C